Methyl ((2-(2-(2-azidoethoxy)ethoxy)ethoxy)carbonyl)-L-alaninate N(=[N+]=[N-])CCOCCOCCOC(=O)N[C@@H](C)C(=O)OC